tri(isopropyl) phosphite P(OC(C)C)(OC(C)C)OC(C)C